NCCNCC(\C=C\C1=C(C=C(C=C1)OC)OC)=O (E)-1-[(2-aminoethyl)amino]-4-(2,4-dimethoxyphenyl)but-3-en-2-one